C(C1=CC=CC=C1)OC=1C(=CC2=C(CN(S(O2)(=O)=O)CC=2C=C(C=CC2C)C(CC(=O)OCC)C2=C(C3=C(N(N=N3)CCOCCOCC3=CC=CC=C3)C=C2)C)C1)Cl ethyl 3-(3-{[6-(benzyloxy)-7-chloro-2,2-dioxo-2H-1,2λ6,3-benzoxathiazin-3(4H)-yl]methyl}-4-methylphenyl)-3-(1-{2-[2-(benzyloxy)ethoxy]ethyl}-4-methyl-1H-benzotriazol-5-yl)propanoate